[4-[4-[1-[[2-chloro-6-methoxy-4-(2-methyl-1-oxo-2,7-naphthyridin-4-yl)phenyl]methyl]-3,3-difluoro-4-piperidyl]piperazin-1-yl]-3-fluoro-N-methyl-anilino]piperidine ClC1=C(C(=CC(=C1)C1=CN(C(C2=CN=CC=C12)=O)C)OC)CN1CC(C(CC1)N1CCN(CC1)C1=C(C=C(N(C)N2CCCCC2)C=C1)F)(F)F